[O-2].[Ag+3].[Ag+] mono-silver (I) mono-silver (III) monoxide